FC(C(=O)O)(I)F 2,2-difluoro-2-iodoacetic acid